CN(C/C=C/C(=O)N1CC2=C([C@@H]1C1=C(C(=CC=C1)F)C=1C(=NN(C1)CC)C(F)(F)F)C=C(S2)C#N)C (S,E)-5-(4-(dimethylamino)but-2-enoyl)-4-(2-(1-ethyl-3-(trifluoromethyl)-1H-pyrazol-4-yl)-3-fluorophenyl)-5,6-dihydro-4H-thieno[2,3-c]pyrrole-2-carbonitrile